O=C1CC2=C(N(C3=C1C=CC=C3)C(=O)N3[C@@H](CN(CC3)C(C#CC3=CC=CC=C3)=O)C(=O)O)C=CC=C2 (S)-1-(10-oxo-10,11-dihydro-5H-dibenzo[b,f]azepine-5-carbonyl)-4-(3-phenylpropioloyl)piperazine-2-carboxylic acid